BrC1=C(C=NN1C(C)C)C(=O)[O-] 5-bromo-1-isopropyl-1H-pyrazole-4-carboxylate